CC(C(C(=O)OCC)C1=CC(=NO1)OCC#C)C Ethyl 3-methyl-2-(3-(prop-2-yn-1-yloxy)isoxazol-5-yl)butanoate